1-(4-hydroxy-3-methoxyphenyl)-7-(3-methoxy-4-(4-(2-piperidinoethoxy)phenoxy)phenyl)-1,6-heptadiene-3,5-dione OC1=C(C=C(C=C1)C=CC(CC(C=CC1=CC(=C(C=C1)OC1=CC=C(C=C1)OCCN1CCCCC1)OC)=O)=O)OC